CC=1C(=[N+](C2=CC=CC=C2[N+]1[O-])[O-])C(C)=O 3-methyl-2-acetylquinoxaline-N1,4-dioxide